C1(=CC=CC=C1)CCC1=CC2=C(C3=C(C=C2)SC=C3)S1 2-(2-phenylethyl)dithienobenzene